ClC1=CC=C(C=C1)NC(CCCC1CNCCC1)=O N-4-chlorophenyl-3-piperidinebutyramide